(R)-N-(4-(chlorodifluoromethoxy)phenyl)-4-methyl-6-(6-methyl-5-oxo-6,7-dihydro-5H-pyrrolo[3,4-b]pyridin-3-yl)-3,4-dihydro-2H-benzo[4,5]imidazo[2,1-b][1,3]oxazine-8-carboxamide ClC(OC1=CC=C(C=C1)NC(=O)C=1C=C(C2=C(N=C3OCC[C@H](N32)C)C1)C=1C=C3C(=NC1)CN(C3=O)C)(F)F